ClC1=NC=NC2=CC(=C(C=C12)OC)C#N 4-chloro-6-methoxyquinazoline-7-carbonitrile